N-(3-chloro-5-fluorophenyl)-N-{4-[2-(2,6-dichlorophenyl)acetamido]pyridin-2-yl}acetamide ClC=1C=C(C=C(C1)F)N(C(C)=O)C1=NC=CC(=C1)NC(CC1=C(C=CC=C1Cl)Cl)=O